COC1=CC=C(C=C1)NC(=O)C1C(CCC(C1)C)C(C)C N-(4-Methoxyphenyl)-5-methyl-2-(1-methylethyl)cyclohexanecarboxamide